(3R)-3-(trifluoromethyl)morpholine hydrochloride Cl.FC([C@@H]1NCCOC1)(F)F